C(C)(C)(C)OC(=O)N[C@H](C(=O)O)CCC(=O)OC (S)-2-((tert-butoxycarbonyl)amino)-5-methoxy-5-oxopentanoic acid